1-((1H-indol-5-yl)sulfonyl)-N-(4-(tert-butyl)-3-fluorophenyl)-1H-pyrazole-3-carboxamide N1C=CC2=CC(=CC=C12)S(=O)(=O)N1N=C(C=C1)C(=O)NC1=CC(=C(C=C1)C(C)(C)C)F